4-(Aminomethyl)-6-(5-(benzo[c][1,2,5]oxadiazol-5-yl)-1-methyl-1H-pyrazol-4-yl)phthalazine-1(2H)propanoic acid NCC1=NNC(C2=CC=C(C=C12)C=1C=NN(C1C1=CC=2C(=NON2)C=C1)C)CCC(=O)O